C(C)[C@@]1(CC[C@@]2([C@H]3CC[C@@]4([C@H](CC[C@H]4[C@@H]3CC[C@@H]2C1)[C@@H](CC[C@](C(F)(F)F)(C)O)OC)C)C)O (3S,5R,8R,9S,10S,13S,14S,17S)-3-ethyl-10,13-dimethyl-17-((1R,4S)-5,5,5-trifluoro-4-hydroxy-1-methoxy-4-methylpentyl)hexadecahydro-1H-cyclopenta[a]phenanthren-3-ol